C(CCCCCCCC)N(CCN(CC(=O)N1CCCCC1)CCCCCCCCC)CCCCCCCCC 1-(N-(2-(Dinonylamino)ethyl)-N-nonylglycyl)piperidin